[C].C1=CC=CC=2[C@@]34CCCC[C@H]3[C@@H](CC12)NCC4 morphinan carbon